tert-butyl (1-methyl-1H-pyrazol-4-yl)carbamate CN1N=CC(=C1)NC(OC(C)(C)C)=O